N[C@@H](CO)C1CC1 (R)-2-amino-2-cyclopropyl-1-ethanol